6-chloro-8-methyl-4H-3,1-benzoxazine-4-one ClC=1C=C(C2=C(C(OC=N2)=O)C1)C